CNS(=O)(=O)C=1C=CC(=C(C1)C=1N=C2N(C=CC(=C2)C(=O)OC)C1)OC1=CC=C(C=C1)C(F)(F)F methyl 2-{5-(methylsulfamoyl)-2-[4-(trifluoromethyl)phenoxy] phenyl}imidazo[1,2-a]pyridine-7-carboxylate